4-{1-[4-(2-cyclopentyloxy-pyridin-3-yl)-2,6-difluoro-phenyl]-cyclopropyl}-butyric acid C1(CCCC1)OC1=NC=CC=C1C1=CC(=C(C(=C1)F)C1(CC1)CCCC(=O)O)F